CC(CO)(CCCCC)O 2-methylheptan-1,2-diol